ClC1=CC=C(C=C1)C=1C(=CC=CC1C1=CC=CC=C1)C1=CC=CC=C1 4''-chloro-3'-phenyl-1,1':2',1''-terphenyl